tert-Butyl N-[4-cyano-5-[4-[2-[[3-(cyclobutylmethyl) isoxazol-5-yl]amino]-2-oxo-ethyl]phenyl]-2-isopropyl-pyrazol-3-yl]carbamate C(#N)C1=C(N(N=C1C1=CC=C(C=C1)CC(=O)NC1=CC(=NO1)CC1CCC1)C(C)C)NC(OC(C)(C)C)=O